COC=1C=C(C=NC1OC1CC(C1)N(C)C)NC1=NC=CC(=N1)NC=1C(NC2=CC=CC=C2C1)=O 3-(2-{5-methoxy-6-[(1s,3s)-3-(dimethylamino)cyclobutoxy]-3-pyridylamino}-4-pyrimidinylamino)-2(1H)-quinolinone